4-(7-Cyanobenzo[b]thiophen-3-yl)-2-cyclopropyl-6-methyl-1,4-dihydropyridine-3,5-dicarboxylic acid dimethyl ester COC(=O)C1=C(NC(=C(C1C=1C2=C(SC1)C(=CC=C2)C#N)C(=O)OC)C)C2CC2